C(C)(C)(C)OC(N(C1=CC(=CC(=C1)C=1SC(=CC1)C)C)CC1=NC=C(C(=C1C)OC)C)=O ((4-methoxy-3,5-dimethylpyridin-2-yl)methyl)(3-methyl-5-(5-methylthiophen-2-yl)phenyl)carbamic acid tert-butyl ester